Ethyl propionate dihydrochloride Cl.Cl.C(CC)(=O)OCC